C(C1=CC=CC=C1)OC1=CC(=NC=C1)O[C@@H]1CN(CC1)CC(=O)N1[C@@H](CCC1)C#N (S)-1-(2-((S)-3-((4-(benzyloxy)pyridin-2-yl)oxy)pyrrolidin-1-yl)acetyl)pyrrolidine-2-carbonitrile